(2S)-2-(9H-fluoren-9-ylmethoxycarbonylamino)-5-oxo-5-(tritylamino)pentanoic acid C1=CC=CC=2C3=CC=CC=C3C(C12)COC(=O)N[C@H](C(=O)O)CCC(NC(C1=CC=CC=C1)(C1=CC=CC=C1)C1=CC=CC=C1)=O